COC1(C(N(C2=CC=3C(=NN=C(C3C=C21)C)N[C@H](C)C2=CC(=CC=C2)C(C(C)(C)O)(F)F)C)=O)C 3-methoxy-1,3,5-trimethyl-8-[[(1R)-1-[3-(1,1-difluoro-2-hydroxy-2-methyl-propyl)phenyl]ethyl]amino]pyrrolo[2,3-g]phthalazin-2-one